C12(C(CN)(C)C(=C)C(CC1)C2)N camphenediamine